2,5-dimethyl-3-(α-hydroxyisopropyl)furan CC=1OC(=CC1C(C)(C)O)C